4-(chloromethyl)-N-ethylpyridine-2-carboxamide hydrochloride Cl.ClCC1=CC(=NC=C1)C(=O)NCC